tert-Butyl (1s,4s)-4-(3,7-dioxo-1-phenyl-2,11,14-trioxa-4,8-diazaheptadecan-17-amido)cyclohexane-1-carboxylate O=C(OCC1=CC=CC=C1)NCCC(NCCOCCOCCC(=O)NC1CCC(CC1)C(=O)OC(C)(C)C)=O